(5-(2-(3,3-Dimethylazetidin-1-yl)acetamido)-2-methylpyridin-3-yl)-2-(1-methyl-1H-pyrazol-4-yl)pyrazolo[5,1-b]thiazole-7-carboxamide CC1(CN(C1)CC(=O)NC=1C=C(C(=NC1)C)C=1N2C(SC1C=1C=NN(C1)C)=C(C=N2)C(=O)N)C